OC[C@H]1CN(CC1)C1=NC(N(C2=CC(=CC=C12)C(F)(F)F)C1=C(C=CC=C1)C)=O (R)-4-(3-(hydroxymethyl)pyrrolidin-1-yl)-1-(o-tolyl)-7-(trifluoromethyl)-quinazolin-2(1H)-one